TRIFLUORoETHYLEN FC=C(F)F